(R)-N-((1R,2R)-1-(2,3-dihydrobenzo[b][1,4]dioxin-6-yl)-1-hydroxy-3-(pyrrolidin-1-yl)propan-2-yl)-1-(1,5-naphthyridin-3-yl)pyrrolidine-3-carboxamide O1C2=C(OCC1)C=C(C=C2)[C@H]([C@@H](CN2CCCC2)NC(=O)[C@H]2CN(CC2)C=2C=NC1=CC=CN=C1C2)O